FC=1C(=C(C(=C(C1)F)F)F)F.FC=1C(=C(C(=C(C1)F)F)F)F.FC=1C(=C(C(=C(C1)F)F)F)F.[B] boron tris(pentafluorobenzene)